N1CC(C1)OC=1C=CC(=C(C(=O)N[C@H](C)C=2C=C(C=CC2)C2=CC=C(S2)C(=O)NC[C@@H]2OCCC2)C1)C 5-(3-((R)-1-(5-(azetidin-3-yloxy)-2-methylbenzamido)ethyl)phenyl)-N-(((R)-tetrahydrofuran-2-yl)methyl)thiophene-2-carboxamide